6-Fluoro-8-(6-fluoro-pyrazolo[1,5-a]pyridin-4-yl)-9-methoxy-1,4,4-trimethyl-5H-[1,2,4]triazolo[4,3-a]quinoxaline FC1=C2NC(C=3N(C2=C(C(=C1)C=1C=2N(C=C(C1)F)N=CC2)OC)C(=NN3)C)(C)C